OC1\C=C/CCC(CC1)(C(=O)O)C (Z)-6-hydroxy-1-methylcyclooct-4-ene-1-carboxylic Acid